6-(difluoromethyl)nicotinimidamide FC(C1=NC=C(C(N)=N)C=C1)F